8-Methyl-N1-[4-(4-pyridinyl)phenyl]-1,5-isoquinolinediamine CC1=CC=C(C=2C=CN=C(C12)NC1=CC=C(C=C1)C1=CC=NC=C1)N